[Na+].[Na+].[O-]C1=CC=CC=C1.[O-]C1=CC=CC=C1 phenoxide, disodium salt